C(C=C)(=O)C1=C(C(=NN=N1)S)S.[Al] aluminum alloyl-triazinedithiol